3-(3-Chloro-5-(isopentyloxy)phenyl)-5-(2,4-dimethoxypyrimidin-5-yl)-2H-[1,3'-bipyridin]-2-one ClC=1C=C(C=C(C1)OCCC(C)C)C=1C(N(C=C(C1)C=1C(=NC(=NC1)OC)OC)C=1C=NC=CC1)=O